C(C)OC=1C=C(C=2N(C1)N=C(C2)F)OCC2=CC=C(C=C2)OC 6-ethoxy-2-fluoro-4-((4-methoxybenzyl)oxy)pyrazolo[1,5-a]pyridine